C(C)N(C(=O)C1=CC=2C(=CN=C(C2)C2=NC=CC(=C2)C2=NOC(=N2)C(F)(F)F)N1C)C N-ethyl-N,1-dimethyl-5-(4-(5-(trifluoromethyl)-1,2,4-oxadiazol-3-yl)pyridin-2-yl)-1H-pyrrolo[2,3-c]pyridine-2-carboxamide